FC1=C(CN2[C@@H](CCC2=O)CC(=O)N[C@H](C(SCC(C)C)=O)C(C)C)C=CC=C1F S-Isobutyl (S)-2-(2-((S)-1-(2,3-difluorobenzyl)-5-oxopyrrolidin-2-yl)acetamido)-3-methylbutanethioate